tert-butyl-(1R,4R)-5-(4-amino-3-(difluoromethoxy)phenyl)-2,5-diazabicyclo[2.2.1]heptane-2-carboxylate C(C)(C)(C)OC(=O)N1[C@H]2CN([C@@H](C1)C2)C2=CC(=C(C=C2)N)OC(F)F